NC1=NC=CC=C1C1=NC=2C(=NC(=CC2)N2N=CC=C2)N1C=1C=C2CC[C@@H](C2=CC1)NC(CC1=CC=CC=C1)=S (S)-N-(5-(2-(2-aminopyridin-3-yl)-5-(1H-pyrazol-1-yl)-3H-imidazo[4,5-b]pyridin-3-yl)-2,3-dihydro-1H-inden-1-yl)-2-phenylethanethioamide